COC1=C(C=C2C=NN(C2=C1)COCC[Si](C)(C)C)B1OC(C(O1)(C)C)(C)C 6-methoxy-5-(4,4,5,5-tetramethyl-1,3,2-dioxaborolan-2-yl)-1-((2-(trimethylsilyl)ethoxy)methyl)-1H-indazole